1,3,5-trichloro-2-(4-nitrophenoxy)benzene ClC1=C(C(=CC(=C1)Cl)Cl)OC1=CC=C(C=C1)[N+](=O)[O-]